Hexacosenoic acid CCCCCCCCCCCCCCCCCCCCCCC/C=C/C(=O)O